3-[4-amino-5-(trifluoromethyl)pyrrolo[2,1-f][1,2,4]triazin-7-yl]-N-[(3R,4S)-4-fluoro-1-(3-fluorobenzoyl)pyrrolidin-3-yl]benzamide NC1=NC=NN2C1=C(C=C2C=2C=C(C(=O)N[C@@H]1CN(C[C@@H]1F)C(C1=CC(=CC=C1)F)=O)C=CC2)C(F)(F)F